n-ethyl-3-methyl-6-[(1-methylcyclopropyl)sulfamoyl]-2-oxo-benzimidazole-1-carboxamide C(C)NC(=O)N1C(N(C2=C1C=C(C=C2)S(NC2(CC2)C)(=O)=O)C)=O